2-mercaptoethylsulfide SCCSCCS